tert-butyl 3-[(6-bromo-2-methylpyridin-3-yl)oxy]pyrrolidine-1-carboxylate BrC1=CC=C(C(=N1)C)OC1CN(CC1)C(=O)OC(C)(C)C